C(C)(C)(C)OCCOC(C)(C)C 1,2-di-t-butoxyethane